(3,5-xylyl)(methyl)silicon C1(=CC(=CC(=C1)C)C)[Si]C